(E)-methyl non-2-enoate C(\C=C\CCCCCC)(=O)OC